CC1=C(C=NO1)C(=O)NC1=CC=CC=2NC(=NC21)C2=CC(=C(C=C2)N2CCOCC2)C(F)(F)F 5-methyl-N-(2-(4-morpholino-3-(trifluoromethyl)phenyl)-1H-benz[d]imidazol-4-yl)isoxazole-4-carboxamide